C(C1=CC=CC=C1)OC(\C=C/1\CC[C@H](N1)C(=O)OC)=O methyl (S,Z)-5-(2-(benzyloxy)-2-oxoethylidene)pyrrolidine-2-carboxylate